ClCC=1C=C2C=3N([C@@H](C(NC3C1F)=O)C)C=C2 (R)-8-(chloromethyl)-9-fluoro-3-methyl-1H-pyrrolo[1,2,3-de]quinoxalin-2(3H)-one